C(CCCCCCCCCCCCCCCCCCCCC)N(CC(O)O)CCC behenyl-propyl-dihydroxyethylamine